anti-Histidin N[C@@H](CC1=CNC=N1)C(=O)O